[Si](C)(C)(C(C)(C)C)OCC1=NC(=NC(=C1)Cl)Cl ((tert-butyl-dimethylsilyloxy)methyl)-2,6-dichloropyrimidine